3-hydroxy-3-(trifluoromethyl)azetidin OC1(CNC1)C(F)(F)F